hydroxymethylandrostane-7,17-dione OCC[C@@]12C(CC[C@H]1[C@@H]1C(CC3CCCC[C@]3(C)[C@H]1CC2)=O)=O